2-(1,2,3,5,6,7-hexahydro-s-indacen-4-yl)acetic acid C1CCC2=C(C=3CCCC3C=C12)CC(=O)O